C(=O)C1=C(N=C2N1C=C(C=C2)OC2=NC=CC=C2OCC(F)(F)F)C(=O)NC2(CCS(CC2)(=O)=O)C 3-Formyl-N-(4-methyl-1,1-dioxidotetrahydro-2H-thiopyran-4-yl)-6-((3-(2,2,2-trifluoroethoxy)pyridin-2-yl)oxy)imidazo[1,2-a]pyridine-2-carboxamide